Butylketon C(CCC)C(=O)CCCC